1-(cyclopropylmethyl)-7-oxo-3-phenyl-1,4-diazepan C1(CC1)CN1CC(NCCC1=O)C1=CC=CC=C1